NN1N=C(N=C1[N+](=O)[O-])N 1,3-diamino-5-nitro-1,2,4-triazole